O1CCC(=CC1)C1=CC=C2C=C(C(NC2=C1)=O)C(=O)NC1CS(C=C1)(=O)=O 7-(3,6-dihydro-2H-pyran-4-yl)-N-(1,1-dioxido-2,3-dihydrothiophen-3-yl)-2-oxo-1,2-dihydroquinoline-3-carboxamide